8-(p-tolylsulfonyloxy)-5-azaspiro[3.5]nonane-5-carboxylic acid tert-butyl ester C(C)(C)(C)OC(=O)N1C2(CCC2)CC(CC1)OS(=O)(=O)C1=CC=C(C=C1)C